1-(4-bromophenyl)-2-(4-(8-chloro-5,6-dihydro-11H-benzo[5,6]cyclohepta[1,2-b]pyridin-11-ylidene)piperidin-1-yl)ethan-1-ol BrC1=CC=C(C=C1)C(CN1CCC(CC1)=C1C2=C(CCC=3C1=NC=CC3)C=C(C=C2)Cl)O